ClC1=NN=C2N1C1=CC=C(C=C1C(=N2)N(C2=CC(=CC=C2)C=2C=NC(=CC2)C(F)(F)F)C)F chloro-7-fluoro-N-methyl-N-[3-[6-(trifluoromethyl)-3-pyridyl]phenyl]-[1,2,4]triazolo[4,3-a]quinazolin-5-amine